C1(=CC=CC2=CC=CC=C12)CC(=O)Cl 2-(naphthalen-1-yl)acetyl chloride